(E)-N'-(4-cyano-1-(3-hydroxy-2,6-dimethylphenyl)-2-(5,6,7,8-tetrahydro-[1,2,4]triazolo[1,5-a]pyrazine-7-carbonyl)-1H-imidazol-5-yl)-N,N-dimethylformimidamide C(#N)C=1N=C(N(C1/N=C/N(C)C)C1=C(C(=CC=C1C)O)C)C(=O)N1CC=2N(CC1)N=CN2